N-methoxy-N-methyl-3-oxabicyclo[3.1.0]Hexane-6-carboxamide CON(C(=O)C1C2COCC12)C